3-chlorophenethyl ((S)-4-methyl-1-oxo-1-(((S)-3-oxo-1-((S)-2-oxopyrrolidin-3-yl)-4-(2,3,5,6-tetrafluorophenoxy)butan-2-yl)amino)pentan-2-yl)carbamate CC(C[C@@H](C(N[C@@H](C[C@H]1C(NCC1)=O)C(COC1=C(C(=CC(=C1F)F)F)F)=O)=O)NC(OCCC1=CC(=CC=C1)Cl)=O)C